C(C)(C)NC(=O)C=1C=CC2=C(N(C=N2)C(C)C2=CC=C(C=C2)C)C1 N-isopropyl-1-(1-(p-tolyl)ethyl)-1H-benzo[d]imidazole-6-carboxamide